BrC1=CC2=C(CCO[C@]23C[C@@H](N(CC3)C(=O)OC(C)(C)C)C)S1 tert-butyl (2'S,4R)-2-bromo-2'-methyl-spiro[6,7-dihydrothieno[3,2-c]pyran-4,4'-piperidine]-1'-carboxylate